C1(=CC=CC2=CC=CC=C12)C1=CN=C(S1)N 5-(naphthalen-1-yl)thiazol-2-amine